(2R)-2-[6-(2,5-dichloropyrimidin-4-yl)-1-oxo-2,3-dihydro-1H-isoindol-2-yl]-3-hydroxy-N-[(1R)-1-(5-methoxy-2-methylphenyl)ethyl]-propanamide ClC1=NC=C(C(=N1)C1=CC=C2CN(C(C2=C1)=O)[C@@H](C(=O)N[C@H](C)C1=C(C=CC(=C1)OC)C)CO)Cl